1'-(4-fluorophenyl)-1-methyl-3'-(pyrrolidin-3-yl)-1H,1'H-3,4'-bipyrazole HCl salt Cl.FC1=CC=C(C=C1)N1N=C(C(=C1)C1=NN(C=C1)C)C1CNCC1